6-(pyridin-2-yl)-3-oxaspiro[bicyclo[3.1.0]hexane-2,1'-cyclopentane]-6-carboxylic acid N1=C(C=CC=C1)C1(C2COC3(CCCC3)C12)C(=O)O